COC1=C(OC(C(O)C=2C=C(C3=C([C@H]([C@@H](O3)C3=CC(=C(C=C3)OC)OC)CO)C2)OC)CO)C=CC=C1 |o1:13,14| 2-(2-methoxyphenoxy)-1-[(2R*,3S*)-2-(3,4-dimethoxyphenyl)-3-(hydroxymethyl)-7-methoxy-2,3-dihydro-1-benzofuran-5-yl]-propaan-1,3-diol